ClC=1C=2N(C(NN1)=O)C=C(C2)C 1-chloro-7-methylpyrrolo[1,2-d][1,2,4]triazin-4(3H)-one